C(C)C1CCC=2N1N=C(N2)C(=O)N[C@@H]2C(N(C=1N(CC2)N=CC1)C)=O 5-Ethyl-N-[(6S)-4-methyl-5-oxo-7,8-dihydro-6H-pyrazolo[1,5-a][1,3]diazepin-6-yl]-6,7-dihydro-5H-pyrrolo[1,2-b][1,2,4]triazol-2-carboxamid